3-(6-((4-((3R,5R)-5-((5-bromo-1-methyl-6-oxo-1,6-dihydropyridazin-4-yl)amino)-1-methylpiperidin-3-yl)benzyl)oxy)-1-oxoisoquinolin-2(1H)-yl)piperidine-2,6-dione BrC1=C(C=NN(C1=O)C)N[C@@H]1C[C@@H](CN(C1)C)C1=CC=C(COC=2C=C3C=CN(C(C3=CC2)=O)C2C(NC(CC2)=O)=O)C=C1